7-methyl-2-(trifluoromethanesulfonyloxy)-7,8-dihydro-5H-1,6-naphthyridine-6-carboxylic acid tert-butyl ester C(C)(C)(C)OC(=O)N1CC=2C=CC(=NC2CC1C)OS(=O)(=O)C(F)(F)F